(quinolin-8-ylcarbamoyl)furan-2-sulfonamide Benzyl-(2S,4R)-4-fluoro-1-[1-(trifluoromethyl)cyclopropanecarbonyl]pyrrolidine-2-carboxylate C(C1=CC=CC=C1)OC(=O)[C@H]1N(C[C@@H](C1)F)C(=O)C1(CC1)C(F)(F)F.N1=CC=CC2=CC=CC(=C12)NC(=O)C1=C(OC=C1)S(=O)(=O)N